NC1=NC=C(C=O)C(=C1)Cl 6-AMINO-4-CHLORONICOTINALDEHYDE